Cl.N1=CC=CC2=CC(=CC=C12)B(O)O QUINOLINE-6-BORONIC ACID HYDROCHLORIDE